N-(3-methylpentyl)propane-1,3-diamine CC(CCNCCCN)CC